2-bromo-4-[(E)-2-methoxyvinyl]thiophene BrC=1SC=C(C1)\C=C\OC